6,7-Bis(2-hydroxyethylthio)-5,8-dioxo-2,3-dihydro-1H-pyrazolo[1,2-a]pyridazine-2-carboxylic acid tert-butyl ester C(C)(C)(C)OC(=O)C1CN2N(C(C(=C(C2=O)SCCO)SCCO)=O)C1